C[C@H]1CN(CC[C@@H]1NC(=O)C1=CC(=CC=2N(C=NC21)CC(F)(F)F)C#CCNC=2C(OC)=CC(=C(C2)S(=O)(=O)C)F)C2CC1(COC1)C2 N-{(3S,4S)-3-methyl-1-(2-oxa-6-spiro[3.3]heptyl)-4-piperidyl}-6-[3-(5-fluoro-4-mesyl-2-anisidino)-1-propynyl]-1-(2,2,2-trifluoroethyl)-1H-1,3-benzimidazole-4-carboxamide